1-(2,4-difluorophenyl)-6-thioxo-7H-pyrazolo[3,4-d]pyrimidin-4-one FC1=C(C=CC(=C1)F)N1N=CC2=C1NC(NC2=O)=S